N2-(2,2,2-trifluoroethyl)ethane-1,2-diamine FC(CNCCN)(F)F